FC=1C=NC(=NC1)C=1C=C(C=CC1C)NC(=O)[C@@H]1N([C@@H]2C[C@@H]2C1)CC=1OC(=NN1)C (1R,3R,5R)-N-(3-(5-fluoropyrimidin-2-yl)-4-methylphenyl)-2-((5-methyl-1,3,4-oxadiazol-2-yl)methyl)-2-azabicyclo[3.1.0]hexane-3-carboxamide